2-cyclopropoxy-5-(4-ethylpiperazin-1-yl)aniline C1(CC1)OC1=C(N)C=C(C=C1)N1CCN(CC1)CC